1,13-tridecanediol dimethacrylate C(C(=C)C)(=O)OCCCCCCCCCCCCCOC(C(=C)C)=O